ClC=1C(=C(C=CC1)CNC(CN[C@H](C)CCO)=O)F (R)-N-(3-chloro-2-fluorophenylmethyl)-2-((4-hydroxybutan-2-yl)amino)acetamide